(2S)-Naringenin O1[C@@H](CC(=O)C=2C(O)=CC(O)=CC12)C1=CC=C(O)C=C1